(R)-5-(2-(benzyloxy)-6-(difluoromethyl)-4-(trifluoromethyl)phenyl)-N-(1-methylpiperidin-3-yl)oxazolo[4,5-b]pyridin-2-amine C(C1=CC=CC=C1)OC1=C(C(=CC(=C1)C(F)(F)F)C(F)F)C1=CC=C2C(=N1)N=C(O2)N[C@H]2CN(CCC2)C